[Co+2].C(CCC)N1C=[N+](C=C1)C 1-butyl-3-methylimidazolium cobalt